hexylmercapto-propionaldehyde C(CCCCC)SC(C=O)C